5-[[2-[2-[(5-chloro-6-oxo-1H-pyridazin-4-yl)amino]ethyl]-2-azaspiro[3.3]heptan-6-yl]oxy]-8-fluoro-2-methyl-isoquinolin-1-one ClC1=C(C=NNC1=O)NCCN1CC2(C1)CC(C2)OC2=C1C=CN(C(C1=C(C=C2)F)=O)C